4-(2-(benzyloxy)ethyl)-9-(hydroxymethyl)-2,3,4,5-tetrahydrobenzo[b]oxepine-8-carboxylic acid C(C1=CC=CC=C1)OCCC1CC2=C(OCC1)C(=C(C=C2)C(=O)O)CO